ClC1=CC=C(C=C1)C1=NOC(=N1)N1CCC(CC1)C(=O)NCC1CN(CC1)C(=O)[O-] 3-((1-(3-(4-chlorophenyl)-1,2,4-oxadiazol-5-yl)piperidine-4-carboxamido)methyl)pyrrolidine-1-carboxylate